C(=O)(O)C1=CC=C(C=C1)[Si](O[Si](C1=CC=CC=C1)(C1=CC=CC=C1)C1=CC=C(C=C1)C(=O)O)(C1=CC=CC=C1)C1=CC=CC=C1 1,3-bis(4-carboxyphenyl)-1,1,3,3-tetraphenyldisiloxane